CN(CCCC)CC=1N=NNC1C1=CC=CC=C1 N-methyl-N-((5-phenyl-1,2,3-triazol-4-yl)methyl)butan-1-amine